7-bromo-2-(3-chloropropyl)-1H-imidazo[4,5-d]thieno[3,2-b]pyridin-4-amine BrC1=CC2=NC(=C3C(=C2S1)NC(=N3)CCCCl)N